ethyl 2-cyano-3-ethoxyacrylate C(#N)C(C(=O)OCC)=COCC